FC(OC1=NC=CC(=C1)CNC(=O)NCC1(CCC1)C(F)F)F 1-[[2-(difluoromethoxy)pyridin-4-yl]methyl]-3-[[1-(difluoromethyl)cyclobutyl]methyl]urea